[O-2].[In+3].[Hf+4] Hafnium Indium Oxide